[(2S)-4-{16-fluoro-7,11-dioxa-19,22,23-triazapentacyclo[16.5.2.12,6.012,17.021,24]hexacosa-1(23),2,4,6(26),12(17),13,15,18,20,24-decaen-5-yl}-1-methylpiperazin-2-yl]methanol FC1=CC=CC=2OCCCOC=3C(=CC=C(C4=NNC5=CN=C(C12)C=C45)C3)N3C[C@H](N(CC3)C)CO